C1(=CC(=CC(=C1)C#CC=1C=C(SC1)C=O)C#CC=1C=C(SC1)C=O)C#CC=1C=C(SC1)C=O 4,4',4''-[benzene-1,3,5-triyltris(acetylene-2,1-diyl)]trithenaldehyde